CN1CC(CC1=O)C(=O)NCC1=CC=C(C=C1)C 1-methyl-N-[(4-methylphenyl)methyl]-5-oxopyrrolidine-3-carboxamid